8-(chloroacetyl)-6-benzyloxy-2H-1,4-benzoxazine ClCC(=O)C1=CC(=CC=2N=CCOC21)OCC2=CC=CC=C2